C1(CCC1)CCC1=NN=C(S1)N (2-cyclobutylethyl)-1,3,4-thiadiazol-2-amine